OC1=C(OC2=CC=CC=C2C1=O)C1=CC=C(C=C1)O 3,4'-dihydroxyflavone